(S)-3-(8-chloro-2,6-dimethyl-1,2,3,4-tetrahydroisoquinolin-4-yl)benzene-1-sulfonyl chloride ClC=1C=C(C=C2[C@@H](CN(CC12)C)C=1C=C(C=CC1)S(=O)(=O)Cl)C